6-bromo-4'-chloro-7-fluoro-2'-(methylthio)-2,3,5',8'-tetrahydrospiro[indene-1,7'-pyrano[4,3-d]pyrimidine] BrC1=CC=C2CCC3(CC=4N=C(N=C(C4CO3)Cl)SC)C2=C1F